OC1=C(C=C(C=C1)C=1N=C2N(C=CN=C2)C1NC=1C=C(C(=O)OC)C=CC1)OC methyl 3-[[2-(4-hydroxy-3-methoxyphenyl)imidazo[1,2-a]pyrazin-3-yl]amino]benzoate